FC=1C=C(C=CC1B1OC(C(O1)(C)C)(C)C)N1CCN(CC1)C(C)C 1-(3-fluoro-4-(4,4,5,5-tetramethyl-1,3,2-dioxaborolan-2-yl)phenyl)-4-isopropylpiperazine